(1r,4r)-4-((4-(3,5-dimethylisoxazol-4-yl)-2-nitrophenyl)amino)cyclohexanol CC1=NOC(=C1C1=CC(=C(C=C1)NC1CCC(CC1)O)[N+](=O)[O-])C